C(C)(C)C1=C(C=CC=C1)N1/C(/SCC1=O)=N/N=C/C1=CC=C(C=C1)N1N=CC(=C1)NC(C1=CC=C(C=C1)OC(F)(F)F)=O N-[1-[4-[(E)-[(Z)-[3-(2-isopropylphenyl)-4-oxo-thiazolidin-2-ylidene]hydrazono]methyl]phenyl]pyrazol-4-yl]-4-(trifluoromethoxy)benzamide